C(C1=CC=CC=C1)OC(C(COC(=O)OC(C)N1N=C(C(=N1)C#N)C1=CC(=CC(=C1)C=1C=NC(=CC1)C(F)(F)F)C)(C)C)=O 3-(1-{4-cyano-5-[3-methyl-5-(6-trifluoromethyl-pyridin-3-yl)-phenyl]-2H-[1,2,3]triazol-2-yl}ethoxycarbonyloxy)-2,2-dimethyl-propionic acid benzyl ester